4-hexadecynic acid C(CCC#CCCCCCCCCCCC)(=O)O